NC(CC=1CC(=CC2=C(N1)C=C(C=C2)C(N)=O)C(=O)N)C 2-amino-8-carbamoyl-n-propyl-3H-benzo[b]azepin-4-carboxamide